(4e,6z,10z)-4,6,10-hexadecatrienyl acetate C(C)(=O)OCCC\C=C\C=C/CC\C=C/CCCCC